C(C)OC(C(CCC=C)=O)=O 2-oxo-5-hexenoic acid ethyl ester